C1(CCCCC1)NC1=CC=C(C=C1)NC1CCCCC1 di-cyclohexyl-p-phenylenediamine